8-chloro-N-(3-((1-(difluoromethyl)cyclopropyl)ethynyl)-5-fluorophenyl)-N-methyl-[1,2,4]triazolo[4,3-a]quinazolin-5-amine ClC1=CC=C2C(=NC=3N(C2=C1)C=NN3)N(C)C3=CC(=CC(=C3)F)C#CC3(CC3)C(F)F